Methyl 4-(2-chloro-5-cyanophenyl)-6-methylnicotinate ClC1=C(C=C(C=C1)C#N)C1=CC(=NC=C1C(=O)OC)C